C(C1=CC=CC=C1)OC1=NC(=CC=C1C1=NN(C2=CC(=CC=C12)NC1CCC2(CN(C2)C(=O)OC(C)(C)C)CC1)C)OCC1=CC=CC=C1 tert-butyl 7-((3-(2,6-bis(benzyloxy)pyridin-3-yl)-1-methyl-1H-indazol-6-yl)amino)-2-azaspiro[3.5]nonane-2-carboxylate